C(C)(=O)O[C@@]1([C@H](O[C@H]([C@@H]1OC(C)=O)N1C=CC2=C1N=CN=C2Cl)COS(=O)(=O)C2=CC=C(C)C=C2)C (2R,3R,4R,5R)-5-(4-chloro-7H-pyrrolo[2,3-d]pyrimidin-7-yl)-3-methyl-2-((tosyloxy)methyl)tetrahydrofuran-3,4-diyl diacetate